OCCNC1=CC2=C(NC(=N2)C2=CC(=C(C(=C2)O)O)OC)C=C1 5-(5-((2-hydroxyethyl)amino)-1H-benzo[d]imidazol-2-yl)-3-methoxybenzene-1,2-diol